COC(=O)C=1C(OC2=CC=C(C(=C2C1CC=1SC(=C(N1)C)C)C1=CC=C(C=C1)Cl)Br)=O (4-chlorophenyl)(4,5-dimethylthiazol-2-yl)methyl-6-bromo-2-oxo-2H-chromene-3-carboxylic acid methyl ester